diethyl-6-((tert-butoxycarbonyl)amino)-7-methylcinnoline-1,2-dicarboxylic acid C(C)C1=C(N(N(C2=CC(=C(C=C12)NC(=O)OC(C)(C)C)C)C(=O)O)C(=O)O)CC